FC(C=1C(=C(C=CC1)[C@@H](C)NC(=O)C1=CN(C(C=C1NCCN1CCOCC1)=O)C1(CC1)C(F)F)F)F (R)-N-(1-(3-(difluoromethyl)-2-fluorophenyl)ethyl)-1-(1-(difluoromethyl)cyclopropyl)-4-((2-morpholinoethyl)amino)-6-oxo-1,6-dihydropyridine-3-carboxamide